C(C)C1=C(C=C(C(=C1)O)F)C1=CC=C2C(=NNC2=C1)C1=NC2=C(N1)CN(C2)C(=O)N2CCCCC2 (2-(6-(2-ethyl-5-fluoro-4-hydroxyphenyl)-1H-indazol-3-yl)-4,6-dihydropyrrolo[3,4-d]imidazole-5(1H)-yl)(piperidin-1-yl)methanone